hexanone dimethyl acetal COC(C)(CCCC)OC